(R)-diphenyl-(pyrrolidin-2-yl)methanol C1(=CC=CC=C1)C(O)([C@@H]1NCCC1)C1=CC=CC=C1